FC(F)OC(=O)N1CCNCC1 (difluoromethyl)piperazine-1-carboxylate